N(=[N+]=[N-])CCCCCCC(C)(C)C1=CC(=C(C(=C1)OC)[C@H]1C=C([C@@H]2C([C@H]1C2)(C)C)CNC(CCCCCCCSC2=CC=C(C1=NON=C12)[N+](=O)[O-])=O)OC N-(((1S,4S,5S)-4-(4-(8-azido-2-methyloctan-2-yl)-2,6-dimethoxyphenyl)-6,6-dimethylbicyclo[3.1.1]hept-2-en-2-yl)methyl)-8-((7-nitrobenzo[c][1,2,5]oxadiazol-4-yl)thio)octanamide